FC1=CC2=C(NC(CO2)=O)C=C1[N+](=O)[O-] 7-fluoro-6-nitro-2,4-dihydro-1,4-benzoxazin-3-one